Glyceryl dipalmitate CCCCCCCCCCCCCCCC(=O)OCC(COC(=O)CCCCCCCCCCCCCCC)O